[1-[(S)-[(1R,2R)-2-[(2-ethyl-2-methyl-chroman-4-yl)carbamoyl]cyclopropyl]-pyridin-1-ium-3-yl-methyl]-4,4-dimethyl-6-oxo-hexahydropyrimidin-2-ylidene]ammonium C(C)C1(OC2=CC=CC=C2C(C1)NC(=O)[C@H]1[C@@H](C1)[C@H](N1C(NC(CC1=O)(C)C)=[NH2+])C=1C=[NH+]C=CC1)C